[(trifluoromethyl)sulfanyl]pyridin-2-amine-hydrochloride salt Cl.FC(F)(F)SC=1C(=NC=CC1)N